1-[4-[(3-fluoro-4-[[1,2,4]triazolo[1,5-a]pyridin-7-yloxy]phenyl)amino]quinazolin-6-yl]-3-methylidenepyrrolidin-2-one FC=1C=C(C=CC1OC1=CC=2N(C=C1)N=CN2)NC2=NC=NC1=CC=C(C=C21)N2C(C(CC2)=C)=O